[Zn+2].C1(=CC=CC=C1)P([O-])(=O)C1=CC=CC=C1.C1(=CC=CC=C1)P([O-])(=O)C1=CC=CC=C1 bis(diphenyl-phosphinic acid) zinc salt